(R)-N-(2-methoxy-5-(4-(trifluoromethyl)phenoxy)phenyl)-1,2-dimethyl-5-oxopyrrolidine-2-carboxamide COC1=C(C=C(C=C1)OC1=CC=C(C=C1)C(F)(F)F)NC(=O)[C@@]1(N(C(CC1)=O)C)C